2-(3-chloro-4-methylphenylamino)furo[2,3-d]pyrimidine-5-carbohydrazide ClC=1C=C(C=CC1C)NC=1N=CC2=C(N1)OC=C2C(=O)NN